COC=1C=C(C=CC1OC)C1=CC=NC=2N1N=C(C2)C(=O)NC2=CC=C(C=C2)CN2CCOCC2 7-(3,4-dimethoxyphenyl)-N-(4-(morpholinomethyl)phenyl)pyrazolo[1,5-a]pyrimidine-2-carboxamide